The molecule is a steroid lactone that is 17alpha-pregn-4-ene-21,17-carbolactone substituted by an oxo group at position 3 and an alpha-acetylsulfanyl group at position 7. It has a role as a diuretic, an aldosterone antagonist, an antihypertensive agent, an environmental contaminant and a xenobiotic. It is a steroid lactone, an oxaspiro compound, a thioester and a 3-oxo-Delta(4) steroid. CC(=O)S[C@@H]1CC2=CC(=O)CC[C@@]2([C@@H]3[C@@H]1[C@@H]4CC[C@]5([C@]4(CC3)C)CCC(=O)O5)C